C(C)S(=O)(=O)C=1C=C(C=NC1C1=NC=2C(=NC=C(C2)C(F)(F)F)N1C)C1=NOC(=N1)C1(CC1)C(F)(F)F (5-ethylsulfonyl-6-(3-methyl-6-trifluoromethyl-3H-imidazo[4,5-b]pyridin-2-yl)pyridin-3-yl)-5-(1-trifluoromethylcyclopropyl)-1,2,4-oxadiazole